N-(2-(trimethylsilyl)ethyl)benzenesulfonamide C[Si](CCNS(=O)(=O)C1=CC=CC=C1)(C)C